ClCCC/C=C/C(OCCC)OCCC (2E)-6-chloro-1,1-dipropoxy-2-hexene